C[C@H]1[C@@H](NC(N1)=O)C(=O)O (4R,5S)-5-methyl-2-oxoimidazolidine-4-carboxylic acid